FC(CCOC1=CC(=C(C(=C1)F)[C@@H]1CC(N1C1=CC=2N(C=C1)C=CN2)=O)F)F (S)-4-(4-(3,3-difluoropropoxy)-2,6-difluorophenyl)-1-(4H-imidazolo[1,2-a]pyridin-7-yl)azetidin-2-one